1-(4-(4-((2-fluoro-4-((6-phenylpyridin-3-yl)methoxy)phenyl)amino)-7H-pyrrolo[2,3-d]pyrimidin-5-yl)piperidin-1-yl)prop-2-en-1-one FC1=C(C=CC(=C1)OCC=1C=NC(=CC1)C1=CC=CC=C1)NC=1C2=C(N=CN1)NC=C2C2CCN(CC2)C(C=C)=O